(S)-N-((S)-(4-carbamimidoylthiophen-2-yl)(cyclopentyl)methyl)-7-((4-phenoxybutanoyl)glycyl)-1,4-dioxa-7-azaspiro[4.4]nonane-8-carboxamide C(N)(=N)C=1C=C(SC1)[C@@H](NC(=O)[C@H]1N(CC2(OCCO2)C1)C(CNC(CCCOC1=CC=CC=C1)=O)=O)C1CCCC1